2-((1-(2-(4-fluorophenyl)-3,7-dimethylquinoxalin-5-yl)ethyl)amino)benzoic acid FC1=CC=C(C=C1)C1=NC2=CC(=CC(=C2N=C1C)C(C)NC1=C(C(=O)O)C=CC=C1)C